4-hydroxybenzenesulfonyl chloride OC1=CC=C(C=C1)S(=O)(=O)Cl